4-chloro-N-(5-cyano-2-(4-(2,4-difluorophenoxy)piperidin-1-yl)phenyl)-2-methoxynicotinamide ClC1=CC=NC(=C1C(=O)NC1=C(C=CC(=C1)C#N)N1CCC(CC1)OC1=C(C=C(C=C1)F)F)OC